methyl (S)-2-((2-(4-(4-(1-cyanochloropropyl)-1H-imidazol-2-yl)-2,6-difluorophenyl)-7-methylimidazo[1,2-a]pyridin-3-yl)methyl)morpholine-4-carboxylate C(#N)C(CCCl)C=1N=C(NC1)C1=CC(=C(C(=C1)F)C=1N=C2N(C=CC(=C2)C)C1C[C@H]1CN(CCO1)C(=O)OC)F